2,4-diethyl-5,6-dimethylphenol C(C)C1=C(C(=C(C(=C1)CC)C)C)O